C(#N)C1=CC=CC(=N1)NC(OC1=CC=CC=C1)=O Phenyl (6-cyanopyridin-2-yl)carbamate